O(C1=CC=CC=C1)C1C(=C(C(O1)=O)Br)Br 5-phenoxy-3,4-dibromo-2(5H)furanone